1-(benzenesulfonyl)-6-bromo-indazol-5-amine C1(=CC=CC=C1)S(=O)(=O)N1N=CC2=CC(=C(C=C12)Br)N